CC/C=C\C/C=C\C/C=C\C/C=C\C/C=C\C/C=C\CCC(=O)SCCNC(=O)CCNC(=O)[C@@H](C(C)(C)COP(=O)([O-])OP(=O)([O-])OC[C@@H]1[C@H]([C@H]([C@@H](O1)N2C=NC3=C(N=CN=C32)N)O)OP(=O)([O-])[O-])O docosahexaenoyl-CoA